2-(thiazol-5-yl)pyrimidine-4-carboxylic acid S1C=NC=C1C1=NC=CC(=N1)C(=O)O